ClC=1C=C2C(=NC(=NC2=C(C1C1=CC(=CC2=CC=CC=C12)O)F)O[C@@H](C=O)C)N1CCNCC1 (2R)-2-((6-chloro-8-fluoro-7-(3-hydroxynaphthalen-1-yl)-4-(piperazin-1-yl)quinazolin-2-yl)oxy)propanal